N=1N2C(=C(C1)S(=O)(=O)N1CCC(CC1)(F)C=1C(=CC=3N(C1)N=CN3)C)CCC2 6-(1-((5,6-dihydro-4H-pyrrolo[1,2-b]pyrazol-3-yl)sulfonyl)-4-fluoropiperidin-4-yl)-7-methyl-[1,2,4]triazolo[1,5-a]pyridine